1,2-bis(3-fluorophenyl)-1,1,2,2-tetraphenyl-disilane FC=1C=C(C=CC1)[Si]([Si](C1=CC=CC=C1)(C1=CC=CC=C1)C1=CC(=CC=C1)F)(C1=CC=CC=C1)C1=CC=CC=C1